(2S,3R,E)-N-benzyl-3-methyl-5-phenyl-2-(thiophen-3-yl)pent-4-enamide C(C1=CC=CC=C1)NC([C@@H]([C@@H](\C=C\C1=CC=CC=C1)C)C1=CSC=C1)=O